methyl-biguanide trioctyl-benzenesulfonate C(CCCCCCC)C1=C(C(=C(C=C1)S(=O)(=O)O)CCCCCCCC)CCCCCCCC.CNC(=N)NC(=N)N